The molecule is a triterpenoid saponin with an arborinane-type terpenoid as the aglycone. It has been isolated from the roots of Rubia yunnanensis. It has a role as a plant metabolite. It is a pentacyclic triterpenoid, an acetate ester, a diol, a triterpenoid saponin, a monosaccharide derivative and a beta-D-glucoside. CC(C)[C@@H]1C[C@H]([C@H]2[C@]1(CC[C@@]3([C@@]2(CC=C4[C@H]3[C@H](C[C@@H]5[C@@]4(C[C@H]([C@@H](C5(C)C)O[C@H]6[C@@H]([C@H]([C@@H]([C@H](O6)COC(=O)C)O)O)O)OC(=O)C)C)O)C)C)COC(=O)C)O